((S)-2-(6-(2-ethyl-4-hydroxyphenyl)-1H-indazol-3-yl)-5-methyl-4,5,6,7-tetrahydro-3H-imidazo[4,5-c]pyridin-6-yl)((S)-2-methylpiperazin-1-yl)methanone C(C)C1=C(C=CC(=C1)O)C1=CC=C2C(=NNC2=C1)C1=NC2=C(CN([C@@H](C2)C(=O)N2[C@H](CNCC2)C)C)N1